(4S)-4-benzyl-3-[6-(1-hydroxyethyl)-4-methyl-2-pyridinyl]-1,3-oxazolidin-2-one C(C1=CC=CC=C1)[C@@H]1N(C(OC1)=O)C1=NC(=CC(=C1)C)C(C)O